C(CCCCCCCC)C1CCCNCCCCCCC1 5-nonyl-1-Azacyclododecane